N1=CC=C(C=C1)C1=CC=C(C=C1)[C@H](C)NC(OC(C)(C)C)=O tert-butyl (S)-(1-(4-(pyridin-4-yl)phenyl)ethyl)carbamate